CC1=C(C=C(C=C1)C(=O)N1CCC(CC1)C1=CC=C(C=C1)OC=1C=NC(=NC1)C(F)(F)F)NS(=O)(=O)CC1=CC=CC=C1 N-(2-methyl-5-(4-(4-((2-(trifluoromethyl)pyrimidin-5-yl)oxy)phenyl)piperidine-1-carbonyl)phenyl)-1-phenylmethanesulfonamide